(5-(4-(4-(2-chloro-5-fluorophenoxy)piperidin-1-yl)phenyl)-1,3,4-thiadiazol-2-yl)methyl benzoate C(C1=CC=CC=C1)(=O)OCC=1SC(=NN1)C1=CC=C(C=C1)N1CCC(CC1)OC1=C(C=CC(=C1)F)Cl